(S)-1'-(6-amino-5-((2-amino-3-chloropyridin-4-yl)thio)pyrazin-2-yl)-6-methyl-1,3-dihydrospiro[indene-2,4'-piperidin]-1-amine NC1=C(N=CC(=N1)N1CCC2(CC1)[C@@H](C1=CC(=CC=C1C2)C)N)SC2=C(C(=NC=C2)N)Cl